O\N=C(\N)/N1C[C@H](CCC1)C (S,Z)-N'-hydroxy-3-methylpiperidine-1-carboximidamide